(4-methyl-1,4-diazepan-1-yl)methanone CN1CCN(CCC1)C=O